4-(6-(2-chloro-5-fluoropyrimidin-4-yl)pyridin-2-yl)morpholin-3-one ClC1=NC=C(C(=N1)C1=CC=CC(=N1)N1C(COCC1)=O)F